C(=O)(O)CN([C@@H](CCC(=O)O)C(=O)O)CC(=O)O N,N-bis(carboxylmethyl)glutamic acid